tert-butyl (3S)-3-[4-(3-cyano-4-sulfanylpyrazolo[1,5-a]pyridin-6-yl)pyrazol-1-yl]piperidine-1-carboxylate C(#N)C=1C=NN2C1C(=CC(=C2)C=2C=NN(C2)[C@@H]2CN(CCC2)C(=O)OC(C)(C)C)S